(2S,3S)-2-(tert-butoxycarbonylamino)-3-methoxy-butyric acid C(C)(C)(C)OC(=O)N[C@H](C(=O)O)[C@H](C)OC